(R)-6-chloro-3-(methylsulfinyl)-pyridine ClC1=CC=C(C=N1)[S@](=O)C